N'-(5-{[(3-hydroxy-4-methylphenyl)formamido]methyl}-2,3-dihydro-1H-inden-1-yl)-N-(propan-2-yl)ethanediamide OC=1C=C(C=CC1C)C(=O)NCC=1C=C2CCC(C2=CC1)NC(C(=O)NC(C)C)=O